FC1=CC=C(C=C1)CCC1=NNC(=C1)C(=O)O 3-(4-fluorophenylethyl)-1H-pyrazole-5-carboxylic acid